racemic-8-fluoro-1-(methylamino)-2,3,4,5-tetrahydro-1H-phenanthridin-6-one FC=1C=C2C(NC=3CCC[C@H](C3C2=CC1)NC)=O |r|